FC1=CC(=C(C=C1)C(C)N1N=CC(=C1)NC(=O)C1=NOC(=C1)C1=NC=CC=C1)C(F)(F)F N-(1-(1-(4-fluoro-2-(trifluoromethyl)phenyl)ethyl)-1H-pyrazol-4-yl)-5-(pyridin-2-yl)isoxazole-3-carboxamide